C(C)C=1C=C(C=C(C1)C(F)(F)F)C1CCC2(CNC2)CC1 7-(3-Ethyl-5-(trifluoromethyl)phenyl)-2-azaspiro[3.5]nonan